[O-]CCC.[O-]CCC.[O-]CCC.[O-]CCC.[Ge+4] germanium tetrapropoxide